diammonium [(7-{5-[1-(difluoromethyl)cyclopropyl]pyridin-2-yl}-5-fluoropyrrolotriazin-2-yl)amino]oxan FC(C1(CC1)C=1C=CC(=NC1)C1=CN(C=2C=NN(NC21)NC2OCCCC2)F)F.[NH4+].[NH4+]